C(#N)C1=C(C=C(C=C1)[C@H](C)NC(=O)C=1C=NC2=C(N=C(C=C2C1N1CCN[C@H](CC1)C)C)OC)OC N-[(S)-1-(4-cyano-3-methoxyphenyl)ethyl]-4-[(S)-5-methyl-1,4-diazepan-1-yl]-8-methoxy-6-methyl-1,7-diaza-3-naphthamide